2,6,10-trimethyl-14-oxopentadecanoic acid CC(C(=O)O)CCCC(CCCC(CCCC(C)=O)C)C